behenic acid, hexylamide C(CCCCC)NC(CCCCCCCCCCCCCCCCCCCCC)=O